NC(CCN(NC([C@H](C(C)(C)C)NC(=O)C=1NC2=CC=CC(=C2C1)F)=O)C(C(F)Cl)=O)=O N-((2S)-1-(2-(3-amino-3-oxopropyl)-2-(2-chloro-2-fluoroacetyl)hydrazinyl)-3,3-dimethyl-1-oxobutane-2-yl)-4-fluoro-1H-indole-2-carboxamide